Cl.C1(CC1)C1CC(C1)N 3-cyclopropylcyclobutan-1-amine hydrochloride